CNC1CCCC2=CSC(=C21)C=2C=NN(C2)C N-methyl-3-(1-methyl-1H-pyrazol-4-yl)-4,5,6,7-tetrahydrobenzo[c]thiophen-4-amine